C(C)(C)(C)[Si](OC1=CC=C(C2=C1COC(N2)=O)Cl)(C2=CC=CC=C2)C2=CC=CC=C2 5-[tert-butyl-(diphenyl)silyl]oxy-8-chloro-1,4-dihydro-3,1-benzoxazin-2-one